(S)-2-((2-(2,6-difluoro-4-(4-nitro-1H-pyrazol-1-yl)phenyl)-7-methylimidazo[1,2-a]pyridin-3-yl)methyl)morpholine-4-carboxylic acid tert-butyl ester C(C)(C)(C)OC(=O)N1C[C@@H](OCC1)CC1=C(N=C2N1C=CC(=C2)C)C2=C(C=C(C=C2F)N2N=CC(=C2)[N+](=O)[O-])F